ClC=1C(=C2N=C(N=C3C2=C(OCC2CCN(CCN32)C(=O)OC(C)(C)C)N1)S(=O)(=O)C)F tert-Butyl 2-chloro-1-fluoro-12-(methylsulfonyl)-5,5a,6,7,9,10-hexahydro-8H-4-oxa-3,8,10a,11,13-pentaazanaphtho[1,8-ab]heptalene-8-carboxylate